4-Chloro-3-methyl-7-nitroisoindolin-1-one ClC1=C2C(NC(C2=C(C=C1)[N+](=O)[O-])=O)C